CS(=O)(=O)C=1C=CC(=C(OCC#N)C1)NCC#CC=1N(C2=CC=CC(=C2C1)NC1CCC(CC1)N1C[C@@H]2OC(C1)C2)CC(F)(F)F 2-(5-methanesulfonyl-2-{[3-(4-{[(1R,4R)-4-{6-oxa-3-azabicyclo[3.1.1]heptan-3-yl}cyclohexyl]amino}-1-(2,2,2-trifluoroethyl)-1H-indol-2-yl)prop-2-yn-1-yl]amino}phenoxy)acetonitrile